CN1N=NN=C1SC1=C(C(=O)Cl)C=C(C=C1)[N+](=O)[O-] 2-[(1-Methyl-1H-1,2,3,4-tetrazol-5-yl)sulfanyl]-5-nitrobenzoyl chloride